ClC1=NC(=CC(=N1)N1CCC(CC1)NCC1=CC(=CC=C1)N1CCCC1)C 1-(2-Chloro-6-methylpyrimidin-4-yl)-N-(3-(pyrrolidin-1-yl)benzyl)piperidin-4-amine